NCCCNC1CCCCC1 N-(3-aminopropyl)cyclohexanamine